C(N)(OCC1C2CNCC12)=O ((3-azabicyclo[3.1.0]hex-6-yl) methyl) carbamate